ClC=1C=C2C(=NC1N1N=CC=N1)N(C=C2C(=O)C=2C=NN(C2C(F)(F)F)C2=CN=CC1=C(C=CC=C21)F)C [5-chloro-1-methyl-6-(2H-1,2,3-triazol-2-yl)-1H-pyrrolo[2,3-b]pyridin-3-yl][1-(8-fluoroisoquinolin-4-yl)-5-(trifluoromethyl)-1H-pyrazol-4-yl]methanone